O=C1NC(NC1)=S 4-oxo-2-thioxoimidazolidin